azepan-4,5-diol N1CCC(C(CC1)O)O